C(C)OC(C(COCC[Si](C)(C)C)P(=O)(OCC)OCC)=O 2-diethoxyphosphoryl-3-(2-trimethylsilylethoxy)propionic acid ethyl ester